2-bromo-1-(4-chloro-2-fluorophenoxy)-4-nitrobenzene BrC1=C(C=CC(=C1)[N+](=O)[O-])OC1=C(C=C(C=C1)Cl)F